2-(3-Hydroxyquinoxalin-6-yl)acetic acid OC=1C=NC2=CC=C(C=C2N1)CC(=O)O